NC1=NC=CC2=CC(=CC=C12)NC(=O)C1=C(C=C(C(=C1)C=1SC=CC1)OC)C=1C(=CC=2C3=C(COC2C1)C(=C(S3)C)C)C(=O)O 7-(2-((1-aminoisoquinolin-6-yl)carbamoyl)-5-methoxy-4-(thiophen-2-yl)phenyl)-2,3-dimethyl-4H-thieno[3,2-c]chromene-8-carboxylic acid